(3R,4R)-4-((5-fluoro-4-(4-isopropyl-3-(morpholinomethyl)quinolin-6-yl)pyrimidin-2-yl)amino)tetrahydro-2H-pyran-3-ol FC=1C(=NC(=NC1)N[C@H]1[C@H](COCC1)O)C=1C=C2C(=C(C=NC2=CC1)CN1CCOCC1)C(C)C